OCCNC(=O)N1C[C@H]([C@@H](C1)C1=CC=C(C=C1)F)N(C)C(C(C)(C)C1=CC(=CC(=C1)C(F)(F)F)C(F)(F)F)=O |r| rac-(3S,4R)-3-{[2-(3,5-bis-trifluoromethyl-phenyl)-2-methyl-propionyl]-methyl-amino}-4-(4-fluoro-phenyl)-pyrrolidine-1-carboxylic acid-(2-hydroxy-ethyl)-amide